C(C(CC(C(C)O)O)O)O 1,2,4,5-hexanetetraol